NC=1C(=C(C=CC1)C1=CN(C2=CC(=C(C=C12)C#N)C)CCCCCCC(=O)NO)C 7-(3-(3-amino-2-methylphenyl)-5-cyano-6-methyl-1H-indol-1-yl)-N-hydroxyheptanamide